9-(tert-butyl)pyrazino[2,3-f]quinazoline-8,10(7H,9H)-dione C(C)(C)(C)N1C(NC2=CC=C3C(=C2C1=O)N=CC=N3)=O